FC(COC)(F)C=1C=C(C=C(C1)[N+](=O)[O-])[C@@H](C)NC1=NC(=NC2=CC(=C(C=C12)C=1CCOCC1)OC)C(F)F (R)-N-(1-(3-(1,1-difluoro-2-methoxyethyl)-5-nitrophenyl)ethyl)-2-(difluoromethyl)-6-(3,6-dihydro-2H-pyran-4-yl)-7-methoxyquinazolin-4-amine